FC1=C2C=C(NC2=CC=C1N1C(C2=NC(=C(C=C2C(=C1)C(=O)O)OC)OC)=O)C 7-(4-fluoro-2-methyl-1H-indol-5-yl)-2,3-dimethoxy-8-oxopyrido[3,4-b]pyridine-5-carboxylic acid